BrC1=CC=C(C=C1)N=NC=1NC(=CN1)CCCl 2-((4-bromophenyl)diazenyl)-5-(2-chloroethyl)-1H-imidazole